(2-(2-methylpyrimidin-5-yl)tetrahydro-2H-pyran-4-yl)zinc(II) bromide [Br-].CC1=NC=C(C=N1)C1OCCC(C1)[Zn+]